3,3,5-trimethyl-N-(1-phenethylpiperidin-4-yl)-2,3-dihydro-1H-pyrrolo[3,2-b]pyridine CC1(CN(C=2C1=NC(=CC2)C)C2CCN(CC2)CCC2=CC=CC=C2)C